2-(2-(2-((2-(2,6-dioxopiperidine-3-yl)-1,3-dioxoisoindoline-4-yl)thio)ethoxy)ethoxy)acetic acid O=C1NC(CCC1N1C(C2=CC=CC(=C2C1=O)SCCOCCOCC(=O)O)=O)=O